ClC1=CC(=C(C=C1)N(S(=O)(=O)C1=CC=C(C=C1)C)CC)[N+](=O)[O-] N-(4-chloro-2-nitro-phenyl)-N-Ethyl-4-methyl-benzenesulfonamide